3-Methyl-5-vinylbenzoic acid methyl ester COC(C1=CC(=CC(=C1)C=C)C)=O